ethyl 2-(2-((7-bromobenzofuran-5-yl)methoxy)-4-ethoxyphenyl)acetate BrC1=CC(=CC=2C=COC21)COC2=C(C=CC(=C2)OCC)CC(=O)OCC